OC1(CC(C1)C(=O)N1CC2(C1)CC(C2)CC2=CC=C(C=C2)OC)C ((1s,3s)-3-Hydroxy-3-methylcyclobutyl)(6-(4-methoxybenzyl)-2-azaspiro[3.3]heptan-2-yl)methanone